FC(CO)(F)C=1C(=C(C=CC1)[C@@H](C)NC(=O)C1=NN(C(C=C1)=O)C=1C=NC=C(C1)C=1N(N=NC1)C)F N-[(1R)-1-[3-(1,1-difluoro-2-hydroxy-ethyl)-2-fluoro-phenyl]ethyl]-1-[5-(3-methyltriazol-4-yl)-3-pyridyl]-6-oxo-pyridazine-3-carboxamide